2'-chloro-N-(5-(4-(difluoromethyl)-5-methoxypyrimidine-2-carbonyl)-5,6-dihydro-4H-pyrrolo[3,4-d]thiazol-2-yl)-5'-methoxy-6-methyl-[4,4'-bipyridine]-3-carboxamide ClC1=NC=C(C(=C1)C1=C(C=NC(=C1)C)C(=O)NC=1SC2=C(N1)CN(C2)C(=O)C2=NC=C(C(=N2)C(F)F)OC)OC